[1-(dimethylamino)ethyl]phenol CN(C(C)C1=C(C=CC=C1)O)C